C(CCCCCCCCCCCCCCC)(=O)OCC(COC(N(C)C1CN(C1)CC)=O)OC(CCCCCCCCCCCCCCC)=O 3-(((1-ethylazetidin-3-yl)(methyl)carbamoyl)oxy)propane-1,2-diyl dipalmitate